N-(5-Fluoropyridin-2-yl)-2-(2-isopropenyl-5-oxopyrazolo[1,5-a]pyrido[3,2-e]pyrimidin-4(5H)-yl)acetamide FC=1C=CC(=NC1)NC(CN1C=2N(C3=C(C1=O)C=CC=N3)N=C(C2)C(=C)C)=O